COCCOC1=CC(=NC=C1)NC=1SC2=C(N1)C=CC(=C2)C#N 2-((4-(2-methoxyethoxy)pyridin-2-yl)amino)benzo[d]thiazole-6-carbonitrile